NC1=C(C(=NC(=C1)C=1SC=CN1)C=1C=C(C#N)C=C(C1)N1C[C@@H](CC1)O)Br (R)-3-(4-amino-3-bromo-6-(thiazol-2-yl)pyridin-2-yl)-5-(3-hydroxypyrrolidin-1-yl)benzonitrile